5,7-dibromo-1-(sec-butyl)-1H-pyrazolo[4,3-b]pyridine BrC1=CC(=C2C(=N1)C=NN2C(C)CC)Br